FC1=C(C(=CC=C1)F)C1=CC(=CC2=C1C(=NO2)NC(=O)N2[C@@H](C([C@@H](C2)NS(=O)(=O)CC)(F)F)CO)F (2R,4R)-N-[4-(2,6-Difluorophenyl)-6-fluoro-1,2-benzoxazol-3-yl]-4-[(ethanesulfonyl)amino]-3,3-difluoro-2-(hydroxymethyl)pyrrolidine-1-carboxamide